tert-butyl (4R)-4-[6-amino-7-(4-bromophenyl)-8-oxopurin-9-yl]-3,3-difluoro-[1,4'-bipiperidine]-1'-carboxylate NC1=C2N(C(N(C2=NC=N1)[C@H]1C(CN(CC1)C1CCN(CC1)C(=O)OC(C)(C)C)(F)F)=O)C1=CC=C(C=C1)Br